N-(2-chloro-6-(trifluoromethyl)phenyl)-4-methoxy-2-((3-methyl-4-(1-methylpiperidin-4-yl)phenyl)amino)pyrimidine-5-carboxamide ClC1=C(C(=CC=C1)C(F)(F)F)NC(=O)C=1C(=NC(=NC1)NC1=CC(=C(C=C1)C1CCN(CC1)C)C)OC